N1(CCC1)CC(=O)N1CC=2N=C(SC2C1)C=1C(=C(C=CC1)C1=C(C(=CC=C1)C=1OC2=C(N1)C=C(C=C2C#N)CN2C[C@@H](CC2)C(=O)O)C)C (R)-1-((2-(3'-(5-(2-(azetidin-1-yl)acetyl)-5,6-dihydro-4H-pyrrolo[3,4-d]thiazol-2-yl)-2,2'-dimethylbiphenyl-3-yl)-7-cyanobenzo[d]oxazol-5-yl)methyl)pyrrolidine-3-carboxylic acid